(S)-1-(((6-(2-chloro-3-(2-(4-((((R)-2-hydroxypropyl)amino)methyl)-3-methoxyphenyl)-3-methylpyridin-4-yl)phenyl)-2-methoxypyridin-3-yl)methyl)amino)propan-2-ol ClC1=C(C=CC=C1C1=C(C(=NC=C1)C1=CC(=C(C=C1)CNC[C@@H](C)O)OC)C)C1=CC=C(C(=N1)OC)CNC[C@H](C)O